4-(2-aminoethoxy)-3-(4-bromophenyl)-7-fluoro-2H-isoquinolin-1-one NCCOC1=C(NC(C2=CC(=CC=C12)F)=O)C1=CC=C(C=C1)Br